C(CCCCCCCCCCCCCCCCC)[N-]CC stearyl-ethyl-amide